C(#N)C=1N(C2=C(C=CC(=C2C1)OC)F)CCNC1=CC(=NC=N1)C1=CC(=CS1)F 5-{6-[2-(2-Cyano-7-fluoro-4-methoxy-indol-1-yl)-ethylamino]-pyrimidin-4-yl}3-fluorothiophen